N-(5-chloro-8-methyl-1-isoquinolyl)-6-(5-methyl-1,3,4-thiadiazol-2-yl)-N-[(3R)-3-piperidyl]pyridine-3-carboxamide ClC1=C2C=CN=C(C2=C(C=C1)C)N(C(=O)C=1C=NC(=CC1)C=1SC(=NN1)C)[C@H]1CNCCC1